C1=CC=CC=2C3=CC=CC=C3C(C12)COC(=O)N[C@H](C(=O)OCC=C)CC=1SC2=C(N1)C=CC(=C2)C(C)C Allyl (S)-2-((((9H-fluoren-9-yl)methoxy)carbonyl)amino)-3-(6-isopropylbenzo[d]thiazol-2-yl)propanoate